3-fluoro-2-(trifluoromethyl)benzyl alcohol FC=1C(=C(CO)C=CC1)C(F)(F)F